BrC1=CN=C2C=CC(=NC2=C1)C=1C(=NNC1)C1=NC(=CC=C1)C 7-bromo-2-(3-(6-methylpyridin-2-yl)-1H-pyrazol-4-yl)-1,5-naphthyridine